1H-benzo[c][1,2]thiazin-4(3H)-one 2,2-dioxid N1S(CC(C2=C1C=CC=C2)=O)(=O)=O